3-(2-(((2-aminopyridin-4-yl)amino)methyl)-6-cyclopropylimidazo[1,2-a]pyridin-8-yl)oxetan-3-ol NC1=NC=CC(=C1)NCC=1N=C2N(C=C(C=C2C2(COC2)O)C2CC2)C1